BrC=1C=CC(=C(C(=O)O)C1)C(CCCC)O 5-bromo-2-(α-hydroxypentyl)benzoic acid